N[C@H](C(=O)NC(C(=O)O)CCC(N)=O)C 2-((2S)-2-aminopropanoylamino)-4-carbamoylbutanoic acid